3-chloro-4-fluoroaniline iodide [I-].ClC=1C=C(N)C=CC1F